NC1=C(C=CC=2CCCCC12)N 1-amino-5,6,7,8-tetrahydronaphthylamine